F[C@H]1[C@H](C1)C(=O)NC1=NC=NC(=C1)[Sn](CCCC)(CCCC)CCCC (1R,2R)-2-fluoro-N-[6-(tributylstannyl)pyrimidin-4-yl]cyclopropane-1-carboxamide